O=C1NC(CC[C@H]1N1CCOC2=C1C=CC=C2C2CCN(CC2)CC(=O)OC(C)(C)C)=O tert-butyl 2-[4-[4-[(3R)-2,6-dioxo-3-piperidyl]-2,3-dihydro-1,4-benzoxazin-8-yl]-1-piperidyl]acetate